tert-butyl (1S,4S)-5-(2-(3,7-di(1H-indazol-5-yl)-10H-phenoxazin-10-yl)ethyl)-2,5-diazabicyclo[2.2.1]heptane-2-carboxylate N1N=CC2=CC(=CC=C12)C=1C=CC=2N(C3=CC=C(C=C3OC2C1)C=1C=C2C=NNC2=CC1)CCN1[C@@H]2CN([C@H](C1)C2)C(=O)OC(C)(C)C